(S)-N-((S)-1-amino-1-oxo-3-((S)-2-oxopyrrolidin-3-yl)propan-2-yl)-3-cyclohexyl-2-(3-(3,5-difluorophenyl)propanamido)propenamide NC([C@H](C[C@H]1C(NCC1)=O)NC(C(=CC1CCCCC1)NC(CCC1=CC(=CC(=C1)F)F)=O)=O)=O